(2S)-2-(hydroxymethyl)-pyrrolidine OC[C@H]1NCCC1